BrC1=CC=C(C=C1)NC(NC1=C(C=CC=C1)C=1N=C(N(C1C1=CC(=NC=C1)NC(C)=O)COCC[Si](C)(C)C)SC)=O N-(4-(4-(2-(3-(4-bromophenyl)ureido)phenyl)-2-(methylthio)-1-((2-(trimethylsilyl)ethoxy)-methyl)-1H-imidazol-5-yl)pyridin-2-yl)acetamide